6-methyl-1-nitroso-N-(2,2,2-trifluoroethyl)piperidine-3-formamide tert-butyl-4-bromo-3,6-dihydropyridine-1(2H)-carboxylate C(C)(C)(C)OC(=O)N1CCC(=CC1)Br.CC1CCC(CN1N=O)C(=O)NCC(F)(F)F